C(C)OC(C(CC1=CC(=C(C=C1)F)F)C)=O 3-(3,4-difluorophenyl)-2-methylpropanoic acid ethyl ester